(5-iodo-2-methylthiophen-3-yl)carbamic acid tert-butyl ester C(C)(C)(C)OC(NC1=C(SC(=C1)I)C)=O